6-bromo-1-(4-fluorophenylmethyl)-4-hydroxy-2-oxo-N-(spiro[3.3]hept-2-yl)-1,2-dihydro-1,8-naphthyridine-3-carboxamide BrC=1C=C2C(=C(C(N(C2=NC1)CC1=CC=C(C=C1)F)=O)C(=O)NC1CC2(C1)CCC2)O